FC1=C(C=CC(=C1C1=CC=C2C(=NNC2=C1F)C=1NC=CN1)F)NS(=O)(=O)C=1C(=NC(=CC1)C)C N-(2,4-difluoro-3-(7-fluoro-3-(1H-imidazol-2-yl)-1H-indazol-6-yl)phenyl)-2,6-dimethyl-pyridine-3-sulfonamide